(R)-N-(1-phenylethyl)-3-(pyridin-4-yl)-1,7-dihydropyrrolo[3,2-f]indazole-6-carboxamide C1(=CC=CC=C1)[C@@H](C)NC(=O)C1=CC=2C=C3C(=NNC3=CC2N1)C1=CC=NC=C1